4,4,4-trifluoro-1-{4-[(2-methylbenzyl)oxy]phenyl}butane-1,3-dione FC(C(CC(=O)C1=CC=C(C=C1)OCC1=C(C=CC=C1)C)=O)(F)F